ClC1=CC(=CC(=N1)N1C(C2=CC(=CC=C2C1)C1(COC1)CC1=NN=CN1C)=O)[C@@H](C)N[C@@H](C)C1CC1 2-(6-Chloro-4-((R)-1-(((S)-1-cyclopropylethyl)amino)ethyl)pyridin-2-yl)-6-(3-((4-methyl-4H-1,2,4-triazol-3-yl)methyl)oxetan-3-yl)isoindolin-1-one